CC1=NC(=NO1)C1=CC=C2C=CN=C(C2=C1)NCCN1C(N2C(C=NC(=C2)C(=O)OCC)=C1)=O ethyl 2-(2-{[7-(5-methyl-1,2,4-oxadiazol-3-yl)isoquinolin-1-yl]amino}ethyl)-3-oxo-2H,3H-imidazo[1,5-a]pyrazine-6-carboxylate